FC=1C=C(C=CC1F)[C@H]1[C@@H](CN(C1)CCOC)NC(=O)NC1=C(C(=NN1C=1C=NC=CC1)C=1C=NC=C(C1)F)C 1-((3s,4r)-4-(3,4-difluorophenyl)-1-(2-methoxyethyl)pyrrolidin-3-yl)-3-(3-(5-fluoropyridin-3-yl)-4-methyl-1-(pyridin-3-yl)-1H-pyrazol-5-yl)urea